C(#C)C=1C=C(C=CC1)NC1=C(C=NC2=CC(=C(C=C12)NC(C(=O)O)=O)OCC)C#N N-[4-(3-ethynylphenyl)amino-3-cyano-7-ethoxyquinolin-6-yl]oxalic acid monoamide